ClC1=CC(=NC=C1)C(C)=O 1-(4-chloropyridin-2-yl)ethan-1-one